3-(4,4-diethyl-7-(trifluoromethyl)-4H-chromeno[4,3-d]thiazol-2-yl)-5-methoxy-1-methyl-2,3-dihydropyrimido[4,5-d]pyrimidin-4(1H)-one C(C)C1(OC=2C=C(C=CC2C=2N=C(SC21)N2CN(C1=NC=NC(=C1C2=O)OC)C)C(F)(F)F)CC